C1(C=CC=C2C3=CC=CC=C3N=C12)=O carbazoleOne